(1aR,9aS,10aR)-6-hydroxy-5-methoxy-3-oxo-1,1a,9,9a,10,10a-hexahydrobenzo[e]cyclopropa[4,5]pyrrolo[1,2-a][1,4]diazepine-8(3H)-carboxylic acid allyl ester C(C=C)OC(=O)N1C[C@H]2N(C(C3=C1C=C(C(=C3)OC)O)=O)[C@H]3[C@@H](C2)C3